dimethyl-methanamine CC(N)C